C1(CC1)N1N=CC(=C1)C(=O)NCC1=NC(=NO1)C=1N(C2=CC=CC(=C2C1)N[C@H]1[C@H](CN(CC1)C)F)CC(F)(F)F 1-cyclopropyl-N-{[3-(4-{[(3S,4R)-3-fluoro-1-methylpiperidin-4-yl]amino}-1-(2,2,2-trifluoroethyl)-1H-indol-2-yl)-1,2,4-oxadiazol-5-yl]methyl}-1H-pyrazole-4-carboxamide